N-(6-chloropyridin-3-yl)-6-((1-(difluoromethyl)cyclopropyl)methoxy)isoquinolin-1-amine ClC1=CC=C(C=N1)NC1=NC=CC2=CC(=CC=C12)OCC1(CC1)C(F)F